CC=1C(C2=CC=CC=C2C(C1CC=1SC=CC1)=O)=O 2-methyl-3-(thiophen-2-ylmethyl)naphthalene-1,4-dione